(S)-tert-butyl 2-carbamoylazetidine-1-carboxylate C(N)(=O)[C@H]1N(CC1)C(=O)OC(C)(C)C